CC1CC2=C(NN=C2C(=O)N[C@@H]2C(NC3=C(OC2)NN=C3)=O)CO1 5-Methyl-N-((S)-5-oxo-4,5,6,7-tetrahydro-1H-pyrazolo[3,4-b][1,4]oxazepin-6-yl)-1,4,5,7-tetrahydropyrano[3,4-c]pyrazol-3-carboxamid